3-1-menthoxy-1,2-propanediol C1(CCC(CC1)C(C)C)(C)OCC(CO)O